BrC1=C(C=CC=C1Br)CNN 2,3-dibromophenylmethylhydrazine